2-(3-bromophenyl)-2-cyclopropyl-acetic acid BrC=1C=C(C=CC1)C(C(=O)O)C1CC1